BrC1=[N+](C=2C=CC=CC2C2=C1N=C(N2CC2=CC=C(C=C2)OC)CN(C(C)=O)CC)[O-] bromo-2-((N-ethylacetamido)methyl)-1-(4-methoxybenzyl)-1H-imidazo[4,5-c]Quinoline 5-oxide